BrC(C(CCCCCC1=CC(=CC=C1)Br)(C)C)O Bromo-7-(3-bromophenyl)-2,2-dimethylheptan-1-ol